C(CC)(=O)OCCCCC1OCCCC1 4-(tetrahydropyran-2-yl)-butyl propionate